tert-butyl (3-(4,4,5,5-tetramethyl-1,3,2-dioxaborolan-2-yl)pyridin-2-yl)carbamate CC1(OB(OC1(C)C)C=1C(=NC=CC1)NC(OC(C)(C)C)=O)C